isopropyl trans-N-[4-[5-[2-(tert-butylsulfamoyl)-4-[(6-chloropyridazin-3-yl)amino]phenyl]thiazol-2-yl]cyclohexyl]carbamate C(C)(C)(C)NS(=O)(=O)C1=C(C=CC(=C1)NC=1N=NC(=CC1)Cl)C1=CN=C(S1)[C@@H]1CC[C@H](CC1)NC(OC(C)C)=O